CC(C(=O)N1OCC[C@H]1C=1C=C(C=NC1)C#N)(C)C 5-[(3S)-2-(2,2-dimethylpropionyl)-1,2-oxazolidin-3-yl]pyridine-3-carbonitrile